NC1=C2C(=C3C(=N1)C=C(N3)C(=O)N(CC3=NC=C(C=C3)C3=C(C=CC=C3F)F)C3CCOC1=CC=CC=C31)COC2 5-amino-N-(chroman-4-yl)-N-((5-(2,6-difluorophenyl)pyridin-2-yl)methyl)-6,8-dihydro-1H-furo[3,4-d]pyrrolo[3,2-b]pyridine-2-carboxamide